N[C@H](C(=O)N[C@H](C(=O)NCC1=CC=CC2=CC=CC=C12)C)CC(=O)NOC(C)(C)C (S)-2-amino-N4-(tertbutoxy)-N1-((S)-1-((naphthalen-1-ylmethyl)amino)-1-oxopropan-2-yl)succinamide